3-(2-(tert-butylamino)-1,1-difluoro-2-oxoethyl)-N-(3-cyano-4-fluorophenyl)-2-methyl-5,6,7,8-tetrahydroindolizine-1-carboxamide C(C)(C)(C)NC(C(F)(F)C1=C(C(=C2CCCCN12)C(=O)NC1=CC(=C(C=C1)F)C#N)C)=O